Ethyl-5-fluoro-7-methoxy-2-(2-pyrimidin-2-ylpyrimidin-5-yl)-3,4-dihydro-1H-isoquinoline C(C)C1N(CCC2=C(C=C(C=C12)OC)F)C=1C=NC(=NC1)C1=NC=CC=N1